FC1=C(C(=CC(=C1)N1CCOCC1)F)B(O)O 2,6-DIFLUORO-4-MORPHOLIN-4-YL-PHENYL-BORONIC ACID